1-[5-(2-methoxy-ethoxy)-2-pyrimidin-2-yl-1,2,4-triazol-3-yl]ethan-amine COCCOC=1N=C(N(N1)C1=NC=CC=N1)C(C)N